C1(CC1)C=1C(=C2C=NNC2=CC1)CNC(=O)C=1SC=CC1C N-((5-cyclopropyl-1H-indazol-4-yl)methyl)-methylthiophene-2-carboxamide